(E)-3-(4-(((1-(3',6-Dicyano-5'-(3-hydroxy-4-methoxyphenyl)-5-methyl-[3,4'-bipyridin]-2'-yl)piperidin-4-yl)amino)methyl)phenyl)-N-hydroxyacrylamide formate C(=O)O.C(#N)C=1C(=NC=C(C1C=1C=NC(=C(C1)C)C#N)C1=CC(=C(C=C1)OC)O)N1CCC(CC1)NCC1=CC=C(C=C1)/C=C/C(=O)NO